BrC1=C(C=C(C=C1)NC(OC(C)(C)C)=O)F tert-butyl (4-bromo-3-fluorophenyl)carbamate